NC1CN(CC(C1)C)C1=C2C(=NC=C1NC(=O)C1=NC(=C(C=C1)F)C1=C(C(=CC=C1F)OC)F)OCC2 N-{4-[3-amino-5-methylpiperidin-1-yl]-2,3-dihydrofuro[2,3-b]pyridin-5-yl}-6-(2,6-difluoro-3-methoxyphenyl)-5-fluoropyridine-2-carboxamide